[4-(3-{2-[(E)-3,5-diamino-6-chloro-pyrazine-2-carbonylimino]-1,3,8-triaza-spiro[4.5]decan-8-yl}-3-oxo-propyl)-phenoxy]-acetic acid 2-morpholin-4-yl-2-oxo-ethyl ester N1(CCOCC1)C(COC(COC1=CC=C(C=C1)CCC(=O)N1CCC2(CN\C(\N2)=N/C(=O)C2=NC(=C(N=C2N)N)Cl)CC1)=O)=O